C(C)(=O)OC1[C@@H](CC[C@H](C1)C)C(C)C (2S,5R)-5-Methyl-2-(propan-2-yl)cyclohexyl acetate